(cyclopropanecarbonyl)-4-((2-methyl-6-(trifluoromethyl)benzyl)oxy)pyrrolidin C1(CC1)C(=O)N1CCC(C1)OCC1=C(C=CC=C1C(F)(F)F)C